C(C)N(C(\C=C\C1=CC=C(C=C1)C)=O)CC1OCCC1 (E)-N-ethyl-3-(p-tolyl)-N-(tetrahydrofuran-2-yl-methyl)prop-2-enamide